4,5-DIMETHYLPYRIDINE-3-BORONIC ACID CC1=C(C=NC=C1C)B(O)O